FC(C(=O)O)(F)F.N1CC(C1)OC1CCN(CC1)CCCCCOC=1C=C2C(N(C(C2=CC1)=O)C1C(NC(CC1)=O)=O)=O 5-[5-[4-(azetidin-3-yloxy)-1-piperidyl]pentoxy]-2-(2,6-dioxo-3-piperidyl)isoindoline-1,3-dione trifluoroacetate